2-isocyanato-1,1-dimethoxyethane N(=C=O)CC(OC)OC